ClC=1N=CC2=C(N1)N(C=C2Cl)C[C@@H](COC2=NN(C(=C2[N+](=O)[O-])C)C=2C(=NC(=NC2)C)OC)F (S)-2,5-dichloro-7-(2-fluoro-3-((1-(4-methoxy-2-methylpyrimidin-5-yl)-5-methyl-4-nitro-1H-pyrazol-3-yl)oxy)propyl)-7H-pyrrolo[2,3-d]pyrimidine